N1N=NC(=C1)C=1C=CC=C(C1C=O)O triazolesalicylaldehyde